ClC1=C(C=C(OCC(=O)NC23CC(C2)(C3)NC(COC3=CC(=C(C=C3)Cl)OC)=O)C=C1)F (4-chloro-3-fluorophenoxy)-N-{3-[2-(4-chloro-3-methoxyphenoxy)acetamido]-bicyclo[1.1.1]pentan-1-yl}acetamide